[N+](=O)([O-])C=1C=C(C=2N(C1)C=CN2)C=C 6-nitro-8-vinyl-imidazo[1,2-a]pyridine